FCCCN1C[C@H](CC1)OC1=CC=C(C=C1)B1OC(C(O1)(C)C)(C)C (S)-1-(3-fluoropropyl)-3-(4-(4,4,5,5-tetramethyl-1,3,2-dioxaborolan-2-yl)phenoxy)pyrrolidine